C(C)NS(=O)(=O)C1=CC=C(C=C1)NC(=O)C1(CC2=CC=CC=C2C1)NC(C1=CC=C(C=C1)F)=O N-(4-(N-ethylsulfamoyl)phenyl)-2-(4-fluorobenzamido)-2,3-dihydro-1H-indene-2-carboxamide